CC=1N=C(C2=C(N1)C1=C(O2)C=CC=C1)N1[C@@H](C[C@@H](C1)NC(=O)C=1C=NNC1)C(=O)O (2S,4S)-1-(2-methylbenzofuro[3,2-d]pyrimidin-4-yl)-4-(1H-pyrazole-4-carboxamido)pyrrolidine-2-carboxylic acid